trans-butenoyl chloride C(\C=C\C)(=O)Cl